C(C)C(C(=O)O)=C.C(C)OC(C=C)=O.OS(=O)(=O)O Hydroxyl-Sulfonate Ethyl-acrylate (Ethyl-acrylate)